3-(4-cyanophenyl)propan-2-yn-1-ol Methyl-2-((4-chloro-3-nitrophenyl)sulfonamido)-4-methoxybenzoate CC=1C(=C(C(=O)OCC#CC2=CC=C(C=C2)C#N)C=CC1OC)NS(=O)(=O)C1=CC(=C(C=C1)Cl)[N+](=O)[O-]